C(C1=CC=CC=C1)OC[C@@H](C(=O)OCC1=CC=CC=C1)N1CCC(CC1)C1=C(C=C(C=C1)N[C@@H]1C(NC(CC1)=O)=O)F benzyl (2S)-3-benzyloxy-2-[4-[4-[[(3S)-2,6-dioxo-3-piperidyl]amino]-2-fluoro-phenyl]-1-piperidyl]propanoate